FC1=CC=C(C=C1)NC(=O)C1(CC1)C(=O)NC1=CC=C(C=C1)OC1=CC=NC2=CC(=CC=C12)C=1C[N+](C=CC1)=O 1-N'-(4-fluorophenyl)-1-N-[4-[7-(1-oxopyridin-1-ium-3-yl)quinolin-4-yl]oxyphenyl]cyclopropane-1,1-dicarboxamide